C(C)C=1N=C2N(C=C(C=C2)C=2C=NC(=NC2)NC2CN(C2)C(=O)C2(CC2)O)C1N(C=1SC(=C(N1)C1=CC=C(C=C1)F)C#N)C 2-((2-ethyl-6-(2-((1-(1-hydroxycyclopropane-1-carbonyl)azetidin-3-yl)amino)pyrimidin-5-yl)imidazo[1,2-a]pyridin-3-yl)(methyl)amino)-4-(4-fluorophenyl)thiazole-5-carbonitrile